2-[(6-bromo-3-fluoro-2-pyridyl)oxymethyl]-5-ethoxy-1,3,4-thiadiazole BrC1=CC=C(C(=N1)OCC=1SC(=NN1)OCC)F